(E)-3-chloro-5-(2-ethoxyvinyl)benzonitrile ClC=1C=C(C#N)C=C(C1)\C=C\OCC